C(C)N[C@H](CO)C (S)-2-(ethylamino)propan-1-ol